1-trifluoromethyl-1,2-benziodoxol-3(1H)one FC(I1OC(C2=C1C=CC=C2)=O)(F)F